1-[2-(oleoyloxy)ethyl]-2-oleyl-3-(2-hydroxyethyl)imidazoline C(CCCCCCC\C=C/CCCCCCCC)(=O)OCCN1C(N(CC1)CCO)CCCCCCCC\C=C/CCCCCCCC